[Al].[Mg].[Li] Lithium-magnesium-aluminum